(2s,3r)-2-amino-3-((3-hydroxybenzyl)oxy)-N-methylbutanamide N[C@H](C(=O)NC)[C@@H](C)OCC1=CC(=CC=C1)O